3-(3-chloro-4-(4-((5-isopropyl-8-((2R,3S)-2-methyl-3-((methanesulfonyl)methyl)azetidin-1-yl)isoquinolin-3-yl)amino)pyrimidin-2-yl)-1H-pyrazol-1-yl)-1,1,1-trifluoropropan-2-ol ClC1=NN(C=C1C1=NC=CC(=N1)NC=1N=CC2=C(C=CC(=C2C1)C(C)C)N1[C@@H]([C@H](C1)CS(=O)(=O)C)C)CC(C(F)(F)F)O